CC1=C(C(=CC=C1)C)C1=NC(=NC(=C1)S(=O)(=O)C)NS(=O)(=O)C1=CC(=CC=C1)[N+](=O)[O-] N-[4-(2,6-dimethylphenyl)-6-methylsulfonyl-pyrimidin-2-yl]-3-nitro-benzenesulfonamide